propargyl tert-butyldimethylsilyl ether [Si](C)(C)(C(C)(C)C)OCC#C